2-(2-(4-((1-(tert-butyl)-3-((1S,3R)-3-((isopropylcarbamoyl)oxy)cyclopentyl)-1H-pyrazol-5-yl)carbamoyl)-1H-pyrazol-1-yl)ethoxy)ethyl methanesulfonate CS(=O)(=O)OCCOCCN1N=CC(=C1)C(NC1=CC(=NN1C(C)(C)C)[C@@H]1C[C@@H](CC1)OC(NC(C)C)=O)=O